7-Bromo-5-((3-fluorophenoxy)-methyl)benzofuran BrC1=CC(=CC=2C=COC21)COC2=CC(=CC=C2)F